C(C(=O)[O-])(=O)[O-].[Fe+3].C(C(=O)[O-])(=O)[O-].C(C(=O)[O-])(=O)[O-].[Fe+3] ferric ethanedioate